[S+2].P(=O)([O-])([O-])[O-].[Fe+2].[Li+] lithium iron phosphate sulfur